Br.CN(CCC)CCCCCCCCCCCCCCCCCCCCCC N-methyl-N-propyl-behenylamine hydrobromide